1-Hydroxy-4-methyl-6-(2,4,4-trimethylpentyl)pyridin ON1CC=C(C=C1CC(CC(C)(C)C)C)C